C(C1=CC=CC=C1)OC(=O)N1CCOC2(C1)CCNCC2 1-oxa-4,9-diazaspiro[5.5]Undecane-4-carboxylic acid benzyl ester